(R)-7-(4-(1-(2,2-difluoro-1-(4-fluorophenyl)propyl)-1H-pyrazol-4-yl)-5-fluoropyrimidin-2-yl)-2-(2,5-dimethyl-1H-pyrrol-1-yl)-6-fluoro-[1,2,4]-triazolo[1,5-a]pyridine FC([C@@H](C1=CC=C(C=C1)F)N1N=CC(=C1)C1=NC(=NC=C1F)C1=CC=2N(C=C1F)N=C(N2)N2C(=CC=C2C)C)(C)F